1-ethyl-6-iodoquinolin-2(1H)-one C(C)N1C(C=CC2=CC(=CC=C12)I)=O